4-(2-oxo-2-(2-(piperazin-1-yl)-7,8-dihydropyrido[4,3-d]pyrimidin-6(5H)-yl)ethyl)benzonitrile O=C(CC1=CC=C(C#N)C=C1)N1CC2=C(N=C(N=C2)N2CCNCC2)CC1